7-fluoro-1-methyl-1,2,3,4-tetrahydroisoquinoline hydrochloride Cl.FC1=CC=C2CCNC(C2=C1)C